2-AMINO-3-CHLOROBENZALDEHYDE NC1=C(C=O)C=CC=C1Cl